ClC=1C=NN(C(C1Cl)=O)CC(=O)NC1=CC(=C(C=C1)C)S(NCCC1=CC=C(C=C1)S(=O)(=O)C)(=O)=O 2-(4,5-dichloro-6-oxo-pyridazin-1-yl)-N-[4-methyl-3-[2-(4-methylsulfonylphenyl)ethylsulfamoyl]phenyl]acetamide